chloro-4-((3,5-difluoropyridin-2-yl)methoxy)-6-methyl-5'-(methyl-d3)-2H-[1,4'-bipyridin]-2-one-3-d ClC=1C(=C(C(N(C1C)C1=CC=NC=C1C([2H])([2H])[2H])=O)[2H])OCC1=NC=C(C=C1F)F